BrC1=CC=C2C(CN(C2=C1)C(=O)OC(C)(C)C)C(=O)OC 1-(tert-butyl) 3-methyl 6-bromoindoline-1,3-dicarboxylate